{2-Amino-4-[(benzo[b]thiophen-2-ylmethyl)-amino]-phenyl}-carbamic acid propyl ester C(CC)OC(NC1=C(C=C(C=C1)NCC1=CC2=C(S1)C=CC=C2)N)=O